COC(=O)C=1C(N(C2=CC(=CC=C2C1N)C(F)(F)F)C1=CC(=NC=C1)N)=O 4-Amino-1-(2-aminopyridin-4-yl)-2-oxo-7-(trifluoromethyl)-1,2-dihydroquinoline-3-carboxylic acid methyl ester